Ethyl 3-(prop-1-ynyl)-1-((2-(trimethylsilyl) ethoxy) methyl)-1H-pyrazole-4-carboxylate C(#CC)C1=NN(C=C1C(=O)OCC)COCC[Si](C)(C)C